FC(CN1N=CC=2C1=NC(=CN2)N2C[C@@H]1[C@H](CC2)CN(C1)C=1C=CC(=NC1)C(F)(F)F)F |r| rac-5-[(3aR,7aS)-5-[1-(2,2-difluoroethyl)-1H-pyrazolo[3,4-b]pyrazin-6-yl]-octahydro-1H-pyrrolo[3,4-c]pyridin-2-yl]-2-(trifluoromethyl)pyridine